tert-Butyl (3R)-3-{[5-(2-chloro-5-cyanophenyl)-1-trityl-1H-indazol-3-yl]carbamoyl}pyrrolidine-1-carboxylate ClC1=C(C=C(C=C1)C#N)C=1C=C2C(=NN(C2=CC1)C(C1=CC=CC=C1)(C1=CC=CC=C1)C1=CC=CC=C1)NC(=O)[C@H]1CN(CC1)C(=O)OC(C)(C)C